7-((2-((4-((1R,4R)-2,5-diazabicyclo[2.2.1]heptan-2-yl)-2-(difluoromethoxy)phenyl)amino)-5-(trifluoromethyl)pyrimidin-4-yl)amino)isoindolin-1-one [C@H]12N(C[C@H](NC1)C2)C2=CC(=C(C=C2)NC2=NC=C(C(=N2)NC=2C=CC=C1CNC(C21)=O)C(F)(F)F)OC(F)F